CCC[C@@H](C1=CC=CC=C1)O (S)-(-)-1-phenyl-1-butanol